(E)-3-(3-chlorophenyl)-N-[3-[(E)-3-(2,4-dihydroxyphenyl)acrylamido]propyl]acrylamide ClC=1C=C(C=CC1)/C=C/C(=O)NCCCNC(\C=C\C1=C(C=C(C=C1)O)O)=O